C1(CC1)C(=O)N1CCN(CC1)C(=O)C=1C=NC2=CC=C(C=C2C1N1CCC(CC1)C(C)C)F (4-(Cyclopropanecarbonyl)piperazin-1-yl)(6-fluoro-4-(4-isopropylpiperidin-1-yl)quinolin-3-yl)methanone